NC1=CC=2CC3=CC=CC=C3C2C=C1 2-Aminofluorene